4-{[(2-{3-[5-(difluoromethyl)-1,3,4-oxadiazol-2-yl]-5-fluorophenyl}pyridin-3-yl)oxy]methyl}-1-methylpiperidin-2-one FC(C1=NN=C(O1)C=1C=C(C=C(C1)F)C1=NC=CC=C1OCC1CC(N(CC1)C)=O)F